2-(6-(Cyclopropanesulfonamido)pyrazin-2-yl)-2-methoxyacetic acid C1(CC1)S(=O)(=O)NC1=CN=CC(=N1)C(C(=O)O)OC